N-(2-(azetidin-1-yl)ethyl)-3-methyl-6-(1-phenylethyl)-1,2,4-triazin-5-amine N1(CCC1)CCNC=1N=C(N=NC1C(C)C1=CC=CC=C1)C